C[O-].C[O-].C[O-].[Al+3] aluminum(III) trimethoxide